(((2-Bromo-5-(cyclopropylmethyl)-1,3-phenylene)bis(oxy))bis(methylene))-dibenzene BrC1=C(C=C(C=C1OCC1=CC=CC=C1)CC1CC1)OCC1=CC=CC=C1